C(C1=CC=CC=C1)(=O)NCCCC1=CC(=NO1)C(=O)NO 5-(3-benzamidopropyl)-N-hydroxyisoxazole-3-carboxamide